Ethylmethoxymethylpiperidine tert-butyl-(2S,4R)-4-(5-(2-chloro-5-(trifluoromethyl)phenyl)-1,3,4-oxadiazole-2-carboxamido)-2-(methoxymethyl)pyrrolidine-1-carboxylate C(C)(C)(C)OC(=O)N1[C@@H](C[C@H](C1)NC(=O)C=1OC(=NN1)C1=C(C=CC(=C1)C(F)(F)F)Cl)COC.C(C)C1N(CCCC1)COC